lead (IV) trifluoromethanesulfonic acid FC(S(=O)(=O)O)(F)F.[Pb+4]